(2-(2-(but-2-en-2-yl)naphthalen-1-yl)-5-fluorophenyl)diphenylphosphine CC(=CC)C1=C(C2=CC=CC=C2C=C1)C1=C(C=C(C=C1)F)P(C1=CC=CC=C1)C1=CC=CC=C1